4-[4-({4-[4-(tert-butoxycarbonylamino-methyl)-phenylcarbamoyl]-bicyclo[2.2.2]octane-1-carbonyl}-amino)-phenyl]-3,6-dihydro-2H-pyridine C(C)(C)(C)OC(=O)NCC1=CC=C(C=C1)NC(=O)C12CCC(CC1)(CC2)C(=O)NC2=CC=C(C=C2)C=2CCNCC2